FC1=CC(=C(C=N1)C=1C=C2N(N=CC(=C2NC(C)C)C(=O)NC2CCC(CC2)C(=O)N2CCOCC2)C1)C 6-(6-fluoro-4-methylpyridin-3-yl)-4-(isopropylamino)-N-((1r,4r)-4-(morpholine-4-carbonyl)cyclohexyl)pyrrolo[1,2-b]pyridazine-3-carboxamide